(1R,5S)-3-(4-(1-(methylsulfonyl)cyclopropyl)-7-(1H-pyrazol-5-yl)imidazo[1,5-b]pyridazin-2-yl)-8-oxa-3-azabicyclo[3.2.1]octane CS(=O)(=O)C1(CC1)C=1C=2N(N=C(C1)N1C[C@H]3CC[C@@H](C1)O3)C(=NC2)C2=CC=NN2